C(CC(C)C)(=O)OCC\C=C/CC (Z)-3-Hexenyl isovalerate